6-(3,6-dihydro-2H-pyran-4-yl)pyridine-3-carboxamide O1CCC(=CC1)C1=CC=C(C=N1)C(=O)N